N[C@H]1CS(C2=C(N(C1=O)CC1=CC=C(C=C1)Cl)C=C(C=C2)C=2OC(=NN2)N2CC1(C2)CCC1)(=O)=O (3R)-3-amino-7-[5-(2-azaspiro[3.3]heptan-2-yl)-1,3,4-oxadiazol-2-yl]-5-[(4-chlorophenyl)methyl]-1,1-dioxo-2,3-dihydro-1lambda6,5-benzothiazepin-4-one